3-(5-bromo-6-methoxy-2H-indazol-2-yl)azetidine-1-carboxylic acid tert-butyl ester C(C)(C)(C)OC(=O)N1CC(C1)N1N=C2C=C(C(=CC2=C1)Br)OC